4-((2S,5R)-5-ethyl-2-methyl-4-(1-(3-methyl-2-oxo-2,3-dihydrobenzo[d]oxazol-5-yl)ethyl)piperazin-1-yl)-1-methyl-2-oxo-1,2-dihydropyrido[3,2-d]pyrimidine-6-carbonitrile C(C)[C@H]1N(C[C@@H](N(C1)C=1C2=C(N(C(N1)=O)C)C=CC(=N2)C#N)C)C(C)C=2C=CC1=C(N(C(O1)=O)C)C2